2-(3-chlorophenyl)-2,2-difluoro-1-phenylethyl ((S)-1-(((S)-4-(cyclopropylamino)-3,4-dioxo-1-(2-oxo-1,2-dihydropyridin-3-yl)butan-2-yl)amino)-1-oxohexan-2-yl)carbamate C1(CC1)NC(C([C@H](CC=1C(NC=CC1)=O)NC([C@H](CCCC)NC(OC(C(F)(F)C1=CC(=CC=C1)Cl)C1=CC=CC=C1)=O)=O)=O)=O